BrC=1C=C2C=C(N(C2=CC1)CC#N)C(=O)OCC ethyl 5-bromo-1-(cyanomethyl)-1H-indole-2-carboxylate